BrC1=NN(N=C1)C1=NC(=NC(=C1)C)Cl 4-(4-bromo-2H-1,2,3-triazol-2-yl)-2-chloro-6-methylpyrimidine